2-(4-chloro-3-fluorophenoxy)-N-{4-[2-(4-fluorophenoxy)acetylamino]-2-hydroxybicyclo[2.2.2]octan-1-yl}acetamide ClC1=C(C=C(OCC(=O)NC23C(CC(CC2)(CC3)NC(COC3=CC=C(C=C3)F)=O)O)C=C1)F